C(C)N1C[C@@H](CCC1)NC=1OC=2C(=NC(=CC2)C2=C(C=C3C(CCO3)=C2O)C)N1 5-[2-[[(3R)-1-Ethyl-3-piperidyl]amino]oxazolo[4,5-b]pyridin-5-yl]-6-methyl-2,3-dihydrobenzofuran-4-ol